6-(1-methylcyclopropyl)-1H-pyrazolo[3,4-b]pyridin-3-amine CC1(CC1)C1=CC=C2C(=N1)NN=C2N